(R)-4-((1-(3-(difluoromethyl)-2-fluorophenyl)ethyl)amino)-8-(methoxy-d3)-2-methyl-6-morpholinopyrido[4,3-d]pyrimidin-7(6H)-one FC(C=1C(=C(C=CC1)[C@@H](C)NC=1C=2C(N=C(N1)C)=C(C(N(C2)N2CCOCC2)=O)OC([2H])([2H])[2H])F)F